C1(CC1)C(=O)C1=CC(=C(COC2=CC=CC(=N2)C2=CC(=C(CC3=NC4=C(N3C[C@H]3OCC3)C=C(C=C4)C(=O)O)C=C2)F)C=C1)F (S)-2-(4-(6-((4-(Cyclopropanecarbonyl)-2-fluorobenzyl)oxy)pyridin-2-yl)-2-fluorobenzyl)-1-(oxaCyclobutan-2-ylmethyl)-1H-benzo[d]imidazole-6-carboxylic acid